BrCC(=O)Br 2-bromoacetyl bromide